C(#N)C=1C=C(C=CC1)N1C(C(=CC(=C1C)C=1C(=NOC1C)C)C(=O)NCC1=CC=C(C=C1)S(=O)(=O)C)=O 1-(3-cyanophenyl)-5-(3,5-dimethylisoxazol-4-yl)-6-methyl-N-[4-(methylsulfonyl)benzyl]-2-oxo-1,2-dihydropyridine-3-carboxamide